ICCCCC 1-iodopentane